FC1=C(C=CC(=C1)F)NCC(=O)[C@H]1[C@@H]2[C@H](C3[C@@]1(CC[C@@H]1[C@H]4CC[C@@](CC4CCC31)(C)O)C)CCC2 2-((2,4-difluorophenyl)amino)-1-((2R,4aS,4bR,6aS,7S,7aS,8aR,8bR,8cR,10aR)-2-hydroxy-2,6a-dimethyloctadecahydrocyclopenta[4,5]cyclopenta[1,2-a]phenanthren-7-yl)ethane-1-one